C1=C(C(=CC(=C1F)I)F)F 2,4,5-trifluoroiodobenzene